[4-chloro-1-(2,4-difluorophenyl)pyrazolo[3,4-d]pyrimidin-6-yl]methanol ClC1=C2C(=NC(=N1)CO)N(N=C2)C2=C(C=C(C=C2)F)F